C(C1=CC=CC=C1)C(CC)C(CCC)=O 3-benzyl-4-heptanone